CC=CC(=O)C1=NNC(=C1)C 3,5-dimethylacrylpyrazole